2-(5-fluoro-2-methoxypyridin-4-yl)-1-((S)-7'-methyl-6'-(pyrimidin-2-yl)-3',4'-dihydro-1'H-spiro[pyrrolidine-3,2'-[1,8]naphthyridine]-1-yl)propane-1-thione-3,3,3-d3 FC=1C(=CC(=NC1)OC)C(C(=S)N1C[C@@]2(NC3=NC(=C(C=C3CC2)C2=NC=CC=N2)C)CC1)C([2H])([2H])[2H]